ClC=1C=C(C=C(C1)Cl)C1=NC(=CC(=C1)CN1CCC(CC1)(O)CNC(=O)NC)OC=1C=NC(=CC1)N1CCNCC1 1-((1-((2-(3,5-dichlorophenyl)-6-((6-(piperazin-1-yl)pyridin-3-yl)oxy)pyridin-4-yl)methyl)-4-hydroxy-piperidin-4-yl)methyl)-3-methylurea